ClC1=CC=C(C=C1)N1N=C(C2=CC=CC=C2C1=O)C=1C=C(C=CC1)C(C(=O)O)(C)C 2-(3-(3-(4-chlorophenyl)-4-oxo-3,4-dihydro-phthalazin-1-yl)phenyl)-2-methylpropanoic acid